C(C)(C)(C)OC(=O)NC1(CC2=C(C(=CS2)C(=O)OCC)CC1)C ethyl 6-(tert-butoxycarbonylamino)-6-methyl-5,7-dihydro-4H-benzothiophene-3-carboxylate